N-((5-(2-fluoro-4-(trifluoromethyl)phenyl)-1,2,4-oxadiazol-3-yl)methyl)-2-(trifluoromethyl)pyridine-3-carboxamide FC1=C(C=CC(=C1)C(F)(F)F)C1=NC(=NO1)CNC(=O)C=1C(=NC=CC1)C(F)(F)F